tert-butyl 6-(1-(tert-butoxycarbonyl)piperidin-4-yl)-4-chloro-9H-pyrimido[4,5-b]indole-9-carboxylate C(C)(C)(C)OC(=O)N1CCC(CC1)C=1C=C2C3=C(N(C2=CC1)C(=O)OC(C)(C)C)N=CN=C3Cl